CC(=C)C(=C)C 2,3-dimethylbuta-diene